4-Hydroxy-3-[[2-[(2-methoxyethoxy)methyl]-6-(trifluoromethyl)-3-pyridyl]carbonyl]bicyclo[3.2.1]oct-3-en-2-one OC1=C(C(C2CCC1C2)=O)C(=O)C=2C(=NC(=CC2)C(F)(F)F)COCCOC